COC1=C(C=CC=C1)NS(=O)(=O)C1=CC=C(C=C1)NC(NCC=1C=NC=CC1)=O 3-{4-[(2-methoxyphenyl)sulfamoyl]phenyl}-1-(pyridin-3-ylmethyl)urea